C(C)N(CCCOC1=CC=2N(C=C1)C(=CN2)C2=CC(=NC=N2)NCC2=CC=C(C=C2)C=2C=NN(C2)C)CC 6-{7-[3-(diethylamino)propoxy]imidazo[1,2-a]pyridin-3-yl}-N-{[4-(1-methyl-1H-pyrazol-4-yl)phenyl]methyl}pyrimidin-4-amine